6-({[2-chloro-5-(3-methoxypropyl)phenyl]carbonyl}amino)-N-(3-chloro-2-methylphenyl)-2-(methoxymethyl)-1H-benzimidazole-4-carboxamide ClC1=C(C=C(C=C1)CCCOC)C(=O)NC=1C=C(C2=C(NC(=N2)COC)C1)C(=O)NC1=C(C(=CC=C1)Cl)C